NC=1C2=C(N=CN1)N(C=C2C=2C(=C(C=CC2)N(S(=O)(=O)C2=CC(=C(C=C2)OC)Cl)COCC)F)C N-[3-(4-Amino-7-methyl-7H-pyrrolo[2,3-d]pyrimidin-5-yl)-2-fluoro-phenyl]-3-chloro-4-methoxy-N-ethoxymethyl-benzenesulfonamide